1-(2-bromo-4-fluorophenyl)-3-(3-chloro-1-ethyl-1H-pyrazol-4-yl)propan-1-one BrC1=C(C=CC(=C1)F)C(CCC=1C(=NN(C1)CC)Cl)=O